2-{3-[(1R,5S)-1,5-Dimethyl-8-azabicyclo[3.2.1]octan-3-yl]-3H-[1,2,3]triazolo[4,5-c]pyridazin-6-yl}-5-(1H-pyrazol-4-yl)phenol-Hydrochlorid Cl.C[C@]12CC(C[C@](CC1)(N2)C)N2N=NC1=C2N=NC(=C1)C1=C(C=C(C=C1)C=1C=NNC1)O